C[Si](CCOCN1C2=NC=3COCCN(C3C=C2C=C1)C1=C(C(=O)N)C=CC=C1)(C)C 2-(4-[[2-(trimethylsilyl)ethoxy]methyl]-13-oxa-2,4,10-triazatricyclo[7.5.0.0[3,7]]-tetradec-1(9),2,5,7-tetraen-10-yl)benzamide